COS(=O)(=O)C1=C(C(=CC=2C(=CC=CC12)S(=O)(=O)OC)C)C dimethyl-1,5-naphthalenedisulfonic acid dimethyl ester